2-[4-(difluoromethyl)phenyl]-4,4,5,5-tetramethyl-1,3,2-dioxaborolane FC(C1=CC=C(C=C1)B1OC(C(O1)(C)C)(C)C)F